(R)-1-(1-benzyl-3-(cyanomethyl)-2-oxo-1,2,3,4-tetrahydroquinolin-6-yl)-3-(tert-butyl)urea C(C1=CC=CC=C1)N1C([C@H](CC2=CC(=CC=C12)NC(=O)NC(C)(C)C)CC#N)=O